methyl (1R,3s,5S)-3-((tert-butoxycarbonyl)(methyl)amino)-9-azabicyclo[3.3.1]nonane-9-carboxylate C(C)(C)(C)OC(=O)N(C1C[C@H]2CCC[C@@H](C1)N2C(=O)OC)C